tert-butyl benzyl(2-(3-bromo-2-(((tert-butyldiphenylsilyl)oxy)methyl)phenyl)-2-hydroxyethyl)carbamate C(C1=CC=CC=C1)N(C(OC(C)(C)C)=O)CC(O)C1=C(C(=CC=C1)Br)CO[Si](C1=CC=CC=C1)(C1=CC=CC=C1)C(C)(C)C